2-(3,3-Difluorocyclopentyl)-N-(3-fluorophenyl)-2-(4-(2-methyl-2H-tetrazol-5-yl)phenyl)acetamide FC1(CC(CC1)C(C(=O)NC1=CC(=CC=C1)F)C1=CC=C(C=C1)C=1N=NN(N1)C)F